4,4'-dimethyl-2,2-diphenylpropane CC1=CC=C(C=C1)C(C)(C)C1=CC=C(C=C1)C